ClC1=CC=C(C(=O)C2=C(C(=O)O)C=C(C=C2F)C(C)(C2CCN(CC2)C)O)C=C1 (4-chlorobenzoyl)-3-fluoro-5-(1-hydroxy-1-(1-methylpiperidin-4-yl)ethyl)benzoic acid